spirobifluorene C12(C=CC=C3C4=CC=CC=C4C=C13)C=CC=C1C3=CC=CC=C3C=C12